C(C)(C)(C)OC(=O)N1CC2(CCCC2)C(CC1)CN1C=NC(=CC1=O)C(F)F.C(CCC(=O)O)(=O)O succinic acid tert-Butyl-10-((4-(difluoromethyl)-6-oxopyrimidin-1(6H)-yl)methyl)-7-azaspiro[4.5]decane-7-carboxylate